2-(2-(4-Phenylpiperazin-1-yl)ethyl)isoindoline-1,3-dione C1(=CC=CC=C1)N1CCN(CC1)CCN1C(C2=CC=CC=C2C1=O)=O